N-(2,6-diisopropylphenyl)-4-{5-[(1S,2S)-2-fluorocyclopropyl]-1,2,4-oxadiazol-3-yl}-4-methylpiperidine-1-carboxamide C(C)(C)C1=C(C(=CC=C1)C(C)C)NC(=O)N1CCC(CC1)(C)C1=NOC(=N1)[C@H]1[C@H](C1)F